COC(CCC1=CC=CC=C1)CCOC 3,5-dimethoxypentylbenzene